FC(C1=NN=C(O1)C1=CC=C(CN2N=NC(=C2)C=2C=CC(=NC2)CNC(OC(C)(C)C)=O)C=C1)F tert-butyl ((5-(1-(4-(5-(difluoromethyl)-1,3,4-oxadiazol-2-yl)benzyl)-1H-1,2,3-triazol-4-yl)pyridin-2-yl)methyl)carbamate